COC=1C(=NC=C(C1)[C@@H]1NC[C@H](CC1)C)C |r| 3-methoxy-2-methyl-5-[rac-(2R,5S)-5-methyl-2-piperidyl]pyridine